CN1C(N(C2=C1C(=CC=C2)CN2CCC(CC2)CC2CCNCC2)C2CNCCC2)=O 3-[3-methyl-2-oxo-4-[[4-(4-piperidylmethyl)-1-piperidyl]methyl]benzimidazol-1-yl]piperidine